(2,5-dimethyl-1,4-phenylene)diboronic acid CC1=C(C=C(C(=C1)B(O)O)C)B(O)O